ClCCC[Si](OCCOC)(OCCOC)OCCOC chloropropyl-tri(2-methoxyethoxy)silane